N-methyl-N-[3-nitro-4-[(E)-[1-(2,2,3,3,3-pentafluoropropyl)pyrazolo[3,4-c]pyridin-5-yl]iminomethyl]phenyl]acetamide CN(C(C)=O)C1=CC(=C(C=C1)/C=N/C=1C=C2C(=CN1)N(N=C2)CC(C(F)(F)F)(F)F)[N+](=O)[O-]